1,6-diphenyl-2-(4h-1,2,4-triazol-3-yl)-1h-indole C1(=CC=CC=C1)N1C(=CC2=CC=C(C=C12)C1=CC=CC=C1)C1=NN=CN1